F[P-](F)(F)(F)(F)F.[K+].C(C)(C)(C)OOC(C)(C#CC(C)(C)OOC(C)(C)C)C 2,5-bis(t-butylperoxy)-2,5-dimethyl-hexyne potassium hexafluorophosphate salt